6-(trifluoromethyl)-1-((2-(trimethylsilyl)ethoxy)methyl)-1H-indazole FC(C1=CC=C2C=NN(C2=C1)COCC[Si](C)(C)C)(F)F